2-hydroxy-4-(3-triethoxysilylpropoxy)benzophenone OC1=C(C(=O)C2=CC=CC=C2)C=CC(=C1)OCCC[Si](OCC)(OCC)OCC